1-(4-(1H-indol-4-yl)-5-(isopropylthio)thiazol-2-yl)-4-(3-fluorophenyl)-3-methyl-1H-pyrazole-5-carboxylic acid N1C=CC2=C(C=CC=C12)C=1N=C(SC1SC(C)C)N1N=C(C(=C1C(=O)O)C1=CC(=CC=C1)F)C